5-(4-chloro-2-fluoro-phenyl)-7-[(2R,4S)-2-(1-cyclopropylpyrazol-4-yl)tetrahydropyran-4-yl]-2-methyl-pyrido[3,4-d]pyridazin-1-one ClC1=CC(=C(C=C1)C1=NC(=CC2=C1C=NN(C2=O)C)[C@@H]2C[C@@H](OCC2)C=2C=NN(C2)C2CC2)F